BrC=1C=C(C=NC1)C1=CC=C(C=C1)NC(C=O)=O N-(4-(5-bromopyridin-3-yl)phenyl)-2-oxoacetamide